CC1(C(=C(C1)C1=C(C=CC=C1)NC(C)=O)C1=CC=C(C=C1)C)C N-(2-(3,3-dimethyl-2-(4-methylphenyl)cyclobut-1-en-1-yl)phenyl)acetamide